O=C1N([C@@H]2CC[C@H](N1C2)C(=O)NOC[C@H]2CNCCC2)OS(=O)(=O)O (2S,5R)-7-Oxo-N-[(3R)-piperidin-3-ylmethoxy]-6-(sulfooxy)-1,6-diazabicyclo[3.2.1]octane-2-carboxamide